(3S)-3-(2-(5-(2-(azetidin-1-yl)ethyl)-2-oxo-4-(trifluoromethyl)pyridin-1(2H)-yl)-4-methylpentanamido)-3-(2,4'-difluoro-3'-methoxy-2',5,6'-trimethyl-[1,1'-biphenyl]-3-yl)propanoic acid N1(CCC1)CCC=1C(=CC(N(C1)C(C(=O)N[C@@H](CC(=O)O)C=1C(=C(C=C(C1)C)C1=C(C(=C(C=C1C)F)OC)C)F)CC(C)C)=O)C(F)(F)F